3-[4-[(3-aminocyclohexyl)amino]-1-oxo-isoindolin-2-yl]piperidine-2,6-dione NC1CC(CCC1)NC1=C2CN(C(C2=CC=C1)=O)C1C(NC(CC1)=O)=O